OCC(=O)[C@H](O)CO Erythrulose